ClC=1C=C(OCOP(O)(O)=O)C=C(C1CC1=NNC(C(=C1)C(C)C)=O)Cl ((3,5-dichloro-4-((5-isopropyl-6-oxo-1,6-dihydropyridazin-3-yl)methyl)phenoxy)methyl)phosphoric acid